C(C)OC1=C(C=CC=C1)NC1=CC(=NC=N1)N1C[C@H]([C@@H](CC1)N1CC2=CC=CC=C2CC1)O trans-1-(6-((2-ethoxyphenyl)amino)pyrimidin-4-yl)-4-(3,4-dihydroisoquinolin-2(1H)-yl)piperidin-3-ol